2-(4-fluoro-2-meth-oxy-phenoxy)-N-(1-oxidopyridin-1-ium-3-yl)-5-(trifluoro-methyl)pyridine-3-carboxamide FC1=CC(=C(OC2=NC=C(C=C2C(=O)NC=2C=[N+](C=CC2)[O-])C(F)(F)F)C=C1)OC